2-(3,5-Dimethylpiperidin-1-yl)-4-nitrobenzoic acid methyl ester COC(C1=C(C=C(C=C1)[N+](=O)[O-])N1CC(CC(C1)C)C)=O